2-[4-Tert-butyl-2-(4,4-difluorocyclohexen-1-yl)phenyl]-4-oxo-1H-1,6-naphthyridine-5-carboxamide C(C)(C)(C)C1=CC(=C(C=C1)C=1NC=2C=CN=C(C2C(C1)=O)C(=O)N)C1=CCC(CC1)(F)F